P(=O)(OC1=CC=C(C=C1)C(C1=CC=CC=C1)=O)(OC1=CC=C(C=C1)C(C1=CC=CC=C1)=O)OC1=CC=C(C=C1)C(C1=CC=CC=C1)=O tri(4-benzoylphenyl) phosphate